7-(2-((2,3-dihydrobenzo[b][1,4]dioxin-5-yl)amino)-5-methylpyridin-4-yl)-2-(5-fluoro-2-(hydroxymethyl)benzyl)-3,4-dihydropyrrolo[1,2-a]pyrazin-1(2H)-one O1C2=C(OCC1)C(=CC=C2)NC2=NC=C(C(=C2)C=2C=C1N(CCN(C1=O)CC1=C(C=CC(=C1)F)CO)C2)C